1-(3-amino-3-oxopropyl)-3-(2-oxoethyl)-imidazole chloride [Cl-].NC(CCN1CN(C=C1)CC=O)=O